3-methyl-3-tert-butyl-glutarate CC(CC(=O)[O-])(CC(=O)[O-])C(C)(C)C